[Br-].C(CCCCCCCCC)C(C[Zn+])CCCCCCCCCCCC (2-decyltetradecyl)zinc (II) bromide